tert-butyl ((2S)-1-((amino(oxo)(4-vinylthiophen-2-yl)-λ6-sulfanylidene)amino)-4-methyl-1-oxopentan-2-yl)carbamate NS(C=1SC=C(C1)C=C)(=O)=NC([C@H](CC(C)C)NC(OC(C)(C)C)=O)=O